CC1=NC(=NC=C1)[C@@H]1[C@H](C1)C(=O)OC |r| rac-methyl (1S*,2S*)-2-(4-methylpyrimidin-2-yl)cyclopropane-1-carboxylate